C(=C)C1=C(C=C(C=C1)OC1CC(CCC1)C)[N+](=O)[O-] 1-vinyl-4-[(3-methylcyclohexyl)oxy]-2-nitrobenzene